5-(2-chloroethyl)-2-methoxy-aniline ClCCC=1C=CC(=C(N)C1)OC